Cl.NC1=CC(=NC(=C1)NC1=C(C=CC(=C1)Br)F)C(=O)NC1CC2=CC=CC=C2C1 4-Amino-6-((5-bromo-2-fluorophenyl)amino)-N-(2,3-dihydro-1H-inden-2-yl)picolinamide hydrochloride